C(CCCCC)OC(C(C(=O)[O-])(CC1=CC=CC=C1)OC(O)O)=O Hexyl-dihydroxymethoxybenzyl-malonate